C(C)(C)(C)C=1C=C(C2=C(N=C(O2)C2=CC=3N(C4=CC=CC=C4C3C=C2)CC)C1)C(C)(C)C 5,7-di-tert-butyl-2-(9-ethyl-9H-carbazol-2-yl)benzo[d]oxazole